Br/C=1/C(=O)OC(\C1)=O monobromomaleic anhydride